C[C@@H]1CC[C@@H](CC1)NC=1N=CC2=C(N1)NC=C2C2=CC=1N(C=C2)N=CC1 cis-1-methyl-4-((5-(pyrazolo[1,5-a]pyridin-5-yl)-7H-pyrrolo[2,3-d]pyrimidin-2-yl)amino)cyclohexan